ClC1=C(C=NNC1=O)N1C[C@@H](CC1)OC1=NC=CC(=C1)C1=C(C=C(C=C1)S(=O)(=O)NC1CC1)C (R)-4-(2-((1-(5-chloro-6-oxo-1,6-dihydropyridazin-4-yl)pyrrolidin-3-yl)oxy)pyridin-4-yl)-N-cyclopropyl-3-methylbenzenesulfonamide